C12N(CC(CC1)C2)C(=O)OC(CC(NCC2=CC1=C(NN=N1)C=C2)=O)(C)C ((((1H-benzo[d][1,2,3]triazol-5-yl) methyl) carbamoyl) tert-butyl) 2-azabicyclo[2.2.1]heptane-2-carboxylate